1-(2-(4H-1,2,4-Triazol-3-yl)-2-azaspiro[3.5]nonan-7-yl)-3-butyl-5-(diaminomethylene)pyrimidine-2,4,6(1H,3H,5H)-trione N=1N=C(NC1)N1CC2(C1)CCC(CC2)N2C(N(C(C(C2=O)=C(N)N)=O)CCCC)=O